(3R)-1-[(1R)-1-(3,4-difluorophenyl)ethyl]-3-(2-isopropoxyphenyl)piperazine FC=1C=C(C=CC1F)[C@@H](C)N1C[C@H](NCC1)C1=C(C=CC=C1)OC(C)C